C(C1=CC=CC=C1)OC1=CC(=C(C=C1F)C1=CC=C2C(=NN(C2=C1)C1OCCCC1)[Sn](C)(C)C)CC (e)-6-(4-(benzyloxy)-2-ethyl-5-fluorophenyl)-1-(tetrahydro-2H-pyran-2-yl)-3-(trimethylstannanyl)-1H-indazole